CC/C=C\\C[C@@H](/C=C/C=C\\C=CC=C[C@@H]([C@@H](C/C=C\\CCC(=O)[O-])O)SC[C@@H](C(=O)NCC(=O)[O-])[NH3+])O The molecule is a docosanoid anion obtained by deprotonation of the two carboxy groups and protonation of the alpha-amino group of (8S)-glycinylcystein-S-yl-(7R,17S)-dihydroxy-(4Z,9,11,13Z,15E,19Z)-docosahexaenoic acid; major species at pH 7.3. It is a dicarboxylic acid monoanion, a docosanoid anion and a peptide anion. It is a conjugate base of an (8S)-glycinylcystein-S-yl-(7R,17S)-dihydroxy-(4Z,9,11,13Z,15E,19Z)-docosahexaenoic acid.